O1C[C@H](CC1)OC1=CC(=NC=C1)\C(\C)=N\NC(=S)SC Methyl (S,E)-2-(1-(4-((tetrahydrofuran-3-yl)oxy)pyridin-2-yl)ethylidene)-hydrazine-1-carbodithioate